3-(3-((4-(4-amino-3-(4-phenoxyphenyl)-1H-pyrazolo[3,4-d]pyrimidin-1-yl)piperidin-1-yl)methyl)-5-fluoropyridin-2-yl)piperidine-2,6-dione NC1=C2C(=NC=N1)N(N=C2C2=CC=C(C=C2)OC2=CC=CC=C2)C2CCN(CC2)CC=2C(=NC=C(C2)F)C2C(NC(CC2)=O)=O